C1(CC1)C=1NC(=NN1)C=1C=C(C(=C(C1)NC(=O)C=1C=NN2C1C=CC(=C2)OC)C)F N-[5-(5-Cyclopropyl-4H-1,2,4-triazol-3-yl)-3-fluoro-2-methylphenyl]-6-methoxypyrazolo[1,5-a]pyridine-3-carboxamide